4-bromo-5-iodo-3-(1-(3-isopropoxyphenyl)vinyl)pyridin-2-amine BrC1=C(C(=NC=C1I)N)C(=C)C1=CC(=CC=C1)OC(C)C